monotrityl ether C(C1=CC=CC=C1)(C1=CC=CC=C1)(C1=CC=CC=C1)OC(C1=CC=CC=C1)(C1=CC=CC=C1)C1=CC=CC=C1